9,9'-(5-(2,6-diphenylpyrimidin-4-yl)-1,3-phenylene)bis(3,6-bis(dibenzo[b,d]furan-4-yl)-9H-carbazole) C1(=CC=CC=C1)C1=NC(=CC(=N1)C=1C=C(C=C(C1)N1C2=CC=C(C=C2C=2C=C(C=CC12)C1=CC=CC2=C1OC1=C2C=CC=C1)C1=CC=CC2=C1OC1=C2C=CC=C1)N1C2=CC=C(C=C2C=2C=C(C=CC12)C1=CC=CC2=C1OC1=C2C=CC=C1)C1=CC=CC2=C1OC1=C2C=CC=C1)C1=CC=CC=C1